FC1=C(N=CC(=N1)C(=O)N)N1CC(CCC1)N1C(N(CC1)C)=O 6-fluoro-5-(3-(3-methyl-2-oxoimidazolidin-1-yl)piperidin-1-yl)pyrazine-2-carboxamide